mercaptofluorine SF